N-ethyl-1-(2-fluorophenyl)-N,8-dimethyl-5,6-dihydro-4H-pyrrolo[3,2,1-ij]quinolin-5-amine C(C)N(C1CN2C3=C(C=C(C=C3C1)C)C(=C2)C2=C(C=CC=C2)F)C